C(C1=CC=CC=C1)OC1=CC=2CC[C@H]3[C@@H]4CCC[C@@]4(C)CC[C@@H]3C2C=C1 3-benzyloxyestra-1,3,5(10)-triene